N1=NC=C2N1C=CC(=C2)C#N triazolo[1,5-a]pyridine-5-carbonitrile